2,2'-oxybis(N-methylethan-1-amine) O(CCNC)CCNC